CS(=O)(=O)C=1C=C(C=NC1)C1=NC(=NC=C1C(F)(F)F)N[C@@H]1CC[C@H](CC1)N(C(COC)=O)C1=NC=C(N=C1)C=1C=NC(=NC1)OC N-(trans-4-((4-(5-(methanesulfonyl)pyridin-3-yl)-5-(trifluoromethyl)pyrimidin-2-yl)amino)cyclohexyl)-2-methoxy-N-(5-(2-methoxypyrimidin-5-yl)pyrazin-2-yl)acetamide